4-ethoxy-3-(4,4,5,5-tetramethyl-1,3,2-dioxaborolan-2-yl)benzonitrile C(C)OC1=C(C=C(C#N)C=C1)B1OC(C(O1)(C)C)(C)C